5-((2-Aminoethyl)amino)-2-(2,6-dioxopiperidin-3-yl)isoindoline-1,3-dione NCCNC=1C=C2C(N(C(C2=CC1)=O)C1C(NC(CC1)=O)=O)=O